Benzyl N-[4-[[1-(benzenesulfonyl)-5-nitro-pyrrolo[2,3-b]pyridin-4-yl]amino]-1-[3-[tert-butyl(dimethyl)silyl]oxypropyl]cyclohexyl]carbamate C1(=CC=CC=C1)S(=O)(=O)N1C=CC=2C1=NC=C(C2NC2CCC(CC2)(CCCO[Si](C)(C)C(C)(C)C)NC(OCC2=CC=CC=C2)=O)[N+](=O)[O-]